FC1=CC=C(C=C1)N1C=C(C=2C1=CN=CC2)C2CCN(CC2)CC=2C(=C1C=C(NC1=CC2)C#N)C 5-((4-(1-(4-fluorophenyl)-1H-pyrrolo[2,3-c]pyridin-3-yl)piperidin-1-yl)methyl)-4-methyl-1H-indole-2-carbonitrile